(E)-4-((2,6-Difluorophenyl)diazenyl)-3,5-difluorophenyl Tridecanoate C(CCCCCCCCCCCC)(=O)OC1=CC(=C(C(=C1)F)\N=N\C1=C(C=CC=C1F)F)F